C1=CC=C(C=C1)C[C@@H](C(=O)O)O The molecule is the (S)-enantiomer of 3-phenyllactic acid. It is a (2S)-2-hydroxy monocarboxylic acid and a 3-phenyllactic acid. It is a conjugate acid of a (S)-3-phenyllactate. It is an enantiomer of a (R)-3-phenyllactic acid.